anti-benzofurazan N1=C2C(=NO1)C=CC=C2